CC1=CC[C@H](CC1)/C(=C\CC=C(C)C)/C (S,Z)-α-bisabolene